IC=1C=NC=2N(C1)C=CN2 6-iodoimidazo[1,2-a]Pyrimidine